NCCC(=O)NCCCNC1=C2C=NN(C2=CC(=C1)N1C=NN=C1)C1OCCCC1 3-Amino-N-(3-((1-(tetrahydro-2H-pyran-2-yl)-6-(4H-1,2,4-triazol-4-yl)-1H-indazol-4-yl)amino)propyl)propanamide